3-[6-(2,6-Diazaspiro[3.3]heptan-2-yl)-3-pyridyl]-5-[(1R)-1-(3,5-dichloro-4-pyridyl)ethoxy]-1H-indazole C1N(CC12CNC2)C2=CC=C(C=N2)C2=NNC1=CC=C(C=C21)O[C@H](C)C2=C(C=NC=C2Cl)Cl